ClC=1C=C(C=CC1)[C@@H](CC(=O)NC)CCCN1CCCCC1 (R)-3-(3-chlorophenyl)-N-methyl-6-(piperidin-1-yl)hexanamide